2-butyloctanoic acid C(CCC)C(C(=O)O)CCCCCC